3-hydroxy-N-[(1R,3S)-3-{[6-methyl-2-(trifluoromethyl)quinolin-4-yl]amino}cyclohexyl]benzamide OC=1C=C(C(=O)N[C@H]2C[C@H](CCC2)NC2=CC(=NC3=CC=C(C=C23)C)C(F)(F)F)C=CC1